ClC1=CC=C(OC[C@@H](/C=C/[C@H]2[C@@H](C[C@@H]3OC[C@H](CC[C@@H]32)CCCC(=O)O)O)O)C=C1 4-{(3S,5aR,6R,7R,8aS)-6-[(1E,3R)-4-(4-chlorophenoxy)-3-hydroxy-1-buten-1-yl]-7-hydroxyoctahydro-2H-cyclopenta[b]oxepin-3-yl}butanoic acid